OCCOCCOC(CC1=CC=CC=C1)=O phenyl-acetic acid 2-[2-hydroxy-ethoxy]-ethyl ester